N,N-dimethyl-1-hydroxypropyl-amine CN(C)C(CC)O